(isopropyl)(isopentyl)-1,3-dimethoxypropane C(C)(C)C(CCOC)(OC)CCC(C)C